5-{3-[4-(3-methyl-benzyloxy)phenylthio]-furan-2-yl}-imidazolidine-2,4-dione CC=1C=C(COC2=CC=C(C=C2)SC2=C(OC=C2)C2C(NC(N2)=O)=O)C=CC1